COCOC1=CC=C(\C=C\2/CCCO2)C=C1 (E)-5-(4-(methoxymethoxy)benzylidene)dihydrofuran